C(CCCCCC(=O)Cl)(=O)Cl pimeloyl chloride